CC(C)(CCC[C@@H](C)[C@H]1CC[C@H]2/C(/CCC[C@]12C)=C/CNC1=CC=CC=C1)O (R)-2-Methyl-6-{(1R,3aS,7aR,E)-7a-methyl-4-[2-(phenylamino)ethylidene]octahydro-1H-inden-1-yl}heptan-2-ol